methyl (E)-4-methyl-6-(2-((5-methyl-2-(4-(trifluoromethoxy)phenyl)-1H-imidazol-1-yl)methyl)phenoxy)hex-4-enoate C/C(/CCC(=O)OC)=C\COC1=C(C=CC=C1)CN1C(=NC=C1C)C1=CC=C(C=C1)OC(F)(F)F